CC([C@@H](C(=O)N1[C@@H](C[C@H](C1)O)C(=O)N[C@@H](C)C1=CC=C(C=C1)C1=C(N=CS1)C)NC(=O)C1(CC1)OCC1CCNCC1)(C)C (2S,4R)-1-[(2S)-3,3-dimethyl-2-[[1-(4-piperidylmethoxy)cyclopropanecarbonyl]amino]butanoyl]-4-hydroxy-N-[(1S)-1-[4-(4-methylthiazol-5-yl)phenyl]ethyl]pyrrolidine-2-carboxamide